4-(4-(6-acryloyl-2,6-diazaspiro[3.3]heptane-2-yl)phenyl)-6-(4-(4-methylpiperazin-1-yl)phenyl)pyrazolo[1,5-a]pyridine-3-carbonitrile C(C=C)(=O)N1CC2(CN(C2)C2=CC=C(C=C2)C=2C=3N(C=C(C2)C2=CC=C(C=C2)N2CCN(CC2)C)N=CC3C#N)C1